[N+](=O)([O-])C1(C)CC=C(C=C1)[N+](=O)[O-] para-dinitrotoluene